(S)-2-(1-cyclopropyl-3,4-dimethyl-7-oxo-1,7-dihydro-6H-pyrazolo[3,4-d]pyridazin-6-yl)-N-(1-(3-fluoro-4-methylphenyl)ethyl)acetamide sodium tetraphenylborate C1(=CC=CC=C1)[B-](C1=CC=CC=C1)(C1=CC=CC=C1)C1=CC=CC=C1.[Na+].C1(CC1)N1N=C(C2=C1C(N(N=C2C)CC(=O)N[C@@H](C)C2=CC(=C(C=C2)C)F)=O)C